C(C)(C)(C)OC(NCCO)=O N-(2-hydroxyethyl)carbamic acid tert-butyl ester